The molecule is an icosanoid anion that is the conjugate base of 5(S),11(R)-DiHETE arising from deprotonation of the carboxylic acid function; major species at pH 7.3. It has a role as a human xenobiotic metabolite. It is a long-chain fatty acid anion and a dihydroxyicosatetraenoate. It is a conjugate base of a 5(S),11(R)-DiHETE. CCCCC/C=C\\C=C\\[C@@H](C/C=C\\C=C\\[C@H](CCCC(=O)[O-])O)O